3,6-dichloro-2-hydroxybenzaldehyde ClC=1C(=C(C=O)C(=CC1)Cl)O